COC1=CC=C(C(=O)C(C(=O)OC)CC(=O)C2=CC=C(C=C2)OCC)C=C1 methyl 2-(4-methoxybenzoyl)-4-(4-ethoxyphenyl)-4-oxobutanoate